(4-((S)-2-(4-chloro-2,3-difluorophenyl)propyl)-6-(((R)-1-hydroxy-4-methylpent-2-yl)amino)-1,3,5-triazin-2-yl)methanesulfonamide ClC1=C(C(=C(C=C1)[C@H](CC1=NC(=NC(=N1)N[C@@H](CO)CC(C)C)CS(=O)(=O)N)C)F)F